C(C)OC(=O)C=1NC=C(C1C#CC1=CC(=CC=C1)C)C(=O)OCC 3-((3-Methylphenyl)ethynyl)-1H-pyrrole-2,4-dicarboxylic acid diethyl ester